FC(C1=CC=C(C=C1)N1C=CC2=C1N=CNC2=O)(F)F 7-[4-(trifluoromethyl)phenyl]-3,7-dihydro-4H-pyrrolo[2,3-d]pyrimidin-4-one